O=S.[Ni].[Co] cobalt-nickel oxysulfide